2,3-DIMETHYL-PENTANE CC(C)C(CC)C